FC=1C(=NC(=NC1)NC1=NC=2CNCCC2C=C1)C1=CC(=C2C=NN(C2=C1)C(C)C)F N-(5-fluoro-4-(4-fluoro-1-isopropyl-1H-indazol-6-yl)pyrimidin-2-yl)-5,6,7,8-tetrahydro-1,7-naphthyridin-2-amine